ClC1=CC(=C(O[C@H](C(=O)OC(C)(C)C)C)C=C1)C1=NOC(C1OCCCC)C1CC1 tert-butyl (2S)-2-[4-chloro-2-(5-cyclopropyl-4-butoxy-4,5-dihydroisoxazol-3-yl)phenoxy]propanoate